CC1=C(NC2=CC=C(C=C12)C1CCNCC1)C1=C2C(=NC=C1)NC=N2 7-(3-methyl-5-(piperidin-4-yl)-1H-indol-2-yl)-3H-imidazo[4,5-b]pyridine